CC1=CC2=C(C(=NC3=C(O2)C=CC(=C3)C)N3CCN(CC3)CC(C(=O)O)(C)C)C=C1 3-(4-(3,8-dimethyldibenzo[b,f][1,4]oxazepin-11-yl)piperazin-1-yl)-2,2-dimethylpropanoic acid